CC=CCCCCCC=C 2,9-decadiene